CN(C(OC(C)(C)C)=O)CCCCN1CCN(CC1)C(=O)C1CCC(CC1)NC(=O)C=1C=NC(=CC1NC(C)C)N1C=CC=2C1=NC=C(C2)C#N tert-butyl N-methyl-N-(4-{4-[(1R,4R)-4-(6-{5-cyano-1H-pyrrolo[2,3-b]pyridin-1-yl}-4-[(propan-2-yl)amino]pyridine-3-amido)cyclohexanecarbonyl]piperazin-1-yl}butyl)carbamate